7-(Cyclopentylamino)-5-fluoro-2-(((trans-2-(trifluoromethyl)piperidin-4-yl)thio)methyl)quinazolin-4(3H)-one bistrifluoroacetate FC(C(=O)O)(F)F.FC(C(=O)O)(F)F.C1(CCCC1)NC1=CC(=C2C(NC(=NC2=C1)CS[C@H]1C[C@@H](NCC1)C(F)(F)F)=O)F